1-amino-3,3,5-trimethylcyclohexane NC1CC(CC(C1)C)(C)C